N1(C=NC=C1)CC1=CC(=C2CCN(C(C2=C1)=O)C1=CN=NC2=CC=C(C=C12)OC)C=1C(=NN(C1)C)C(F)(F)F 7-((1H-imidazol-1-yl)methyl)-2-(6-methoxycinnolin-4-yl)-5-(1-methyl-3-(trifluoromethyl)-1H-pyrazol-4-yl)-3,4-dihydroisoquinolin-1(2H)-one